(E)-2-cyano-1-(pyridin-4-yl)-3-({2-[4-(o-methylphenyl)indoline-1-yl]thiazol-5-yl}methyl)guanidine C(#N)/N=C(/NC1=CC=NC=C1)\NCC1=CN=C(S1)N1CCC2=C(C=CC=C12)C1=C(C=CC=C1)C